tert-butyl (S)-(2-((6-((4-chloro-2-fluorobenzyl)oxy)-3',6'-dihydro-[2,4'-bipyridin]-1'(2'H)-yl)methyl)-1-(oxetan-2-ylmethyl)-1H-benzo[d]imidazol-5-yl)carbamate ClC1=CC(=C(COC2=CC=CC(=N2)C=2CCN(CC2)CC2=NC3=C(N2C[C@H]2OCC2)C=CC(=C3)NC(OC(C)(C)C)=O)C=C1)F